(propyloxy) methacrylate C(C(=C)C)(=O)OOCCC